2-(2-oxopyrrolidin-1-yl)pyridine-4-carboxylic acid O=C1N(CCC1)C1=NC=CC(=C1)C(=O)O